1-{[(5S,7S)-2-oxo-3-({1-[5-(trifluoromethyl)-3-pyridinyl]-1H-1,2,3-triazol-4-yl}methyl)-1-oxa-3-azaspiro[4.5]dec-7-yl]methyl}-1H-benzimidazole-6-carbonitrile O=C1O[C@]2(CN1CC=1N=NN(C1)C=1C=NC=C(C1)C(F)(F)F)C[C@H](CCC2)CN2C=NC1=C2C=C(C=C1)C#N